4-(7-phenyl-4-((pyridin-3-yloxy)methyl)-6,7-dihydro-5H-pyrrolo[2,3-d]pyrimidin-2-yl)morpholine C1(=CC=CC=C1)N1CCC2=C1N=C(N=C2COC=2C=NC=CC2)N2CCOCC2